C(C)(C)(C)OC(NCCN1CCNCC1)=O (2-(piperazin-1-yl)ethyl)carbamic acid tert-butyl ester